palladium Zinc [Zn].[Pd]